CN1N=C(C2=CC=C(C=C12)N1C[C@H](NCC1)C)C1C(NC(CC1)=O)=O 3-[1-methyl-6-[(3R)-3-methylpiperazin-1-yl]indazol-3-yl]piperidine-2,6-dione